FC1=C(C=CC=C1F)CN1C(CCC1=O)CC(=O)NCCC1=CNC2=CC=CC=C12 2-[1-[(2,3-difluorophenyl)methyl]-5-oxopyrrolidin-2-yl]-N-[2-(1H-indol-3-yl)ethyl]acetamid